1-methyl-3-(((2R,3R)-2-methyloxetan-3-yl)oxy)-4-nitro-1H-pyrazole CN1N=C(C(=C1)[N+](=O)[O-])O[C@H]1[C@H](OC1)C